4-[4-(1,4-dimethyl-1H-pyrazol-5-yl)-1-methyl-1H-imidazol-2-yl]-1-methyl-1H-pyrazolo[4,3-c]pyridine-6-carboxamide CN1N=CC(=C1C=1N=C(N(C1)C)C1=NC(=CC2=C1C=NN2C)C(=O)N)C